COC(=O)C1(CC1)C1=CC=C(C=C1)C=1C=NC(=C(C1)F)C=1C=NN(C1NC1=NC(=CN=C1)C(C)(C)F)C 1-[4-[5-fluoro-6-[5-[[6-(1-fluoro-1-methyl-ethyl)pyrazin-2-yl]amino]-1-methyl-pyrazol-4-yl]-3-pyridinyl]phenyl]cyclopropanecarboxylic acid methyl ester